nonyl-dodecyl-ammonium nitrate [N+](=O)([O-])[O-].C(CCCCCCCC)[NH2+]CCCCCCCCCCCC